C(CCC)NS(=O)(=O)C1=CC=CC=C1 butyl-(benzenesulfonyl)amine